Glucopyranosyl alpha-D-glucopyranoside O([C@@H]1[C@H](O)[C@@H](O)[C@H](O)[C@H](O1)CO)C1[C@H](O)[C@@H](O)[C@H](O)[C@H](O1)CO